N-ethyl-N-cyanoethyl-oxyethyl-m-toluidine C(C)N(C1=CC(=CC=C1)C)CCOCCC#N